FC1=CC(=C(C=C1)C(C(=O)O)NC1=CC(=CC(=C1)S(=O)(=O)C)OC)OCCO 2-(4-fluoro-2-(2-hydroxyethoxy)phenyl)-2-((3-methoxy-5-(methylsulfonyl)phenyl)amino)acetic acid